C(C1=CC=CC=C1)N1C(=CC2=CC=CC=C12)CCCC1=CC=CC=C1 1-(1-benzyl-1H-indole-2-yl)-3-phenylpropane